5-(piperidin-1-yl)-1,3-thiazole-4-carboxylic acid ethyl ester C(C)OC(=O)C=1N=CSC1N1CCCCC1